BrC1=CC=CC=2C=3N(C(=NC12)N[C@H]1C(NCCN(C1)C(=O)OCC1=CC=CC=C1)=O)N=C(N3)C=3C=NN(C3)CC3CC3 benzyl (6R)-6-({7-bromo-2-[1-(cyclopropylmethyl)-1H-pyrazol-4-yl][1,2,4]triazolo[1,5-c]quinazolin-5-yl} amino)-5-oxo-1,4-diazepane-1-carboxylate